N-acryl-oxazoline C(=O)(C=C)N1COC=C1